FC1([C@@H]([C@@H](N(C1)C(C(C)C)=O)CC1=CC(=CC=C1)C1=NC=CC(=C1)C)NS(=O)(=O)CC)F N-[(2S,3R)-4,4-difluoro-1-(2-methylpropanoyl)-2-{[3-(4-methylpyridin-2-yl)phenyl]methyl}pyrrolidin-3-yl]ethanesulfonamide